methyl (Z)- and (E)-2-(methoxyimino)-2-(pyridin-3-yl)acetate CON=C(C(=O)OC)C=1C=NC=CC1